ClC1=C(C(=CC=C1)Cl)CC(=O)NC1=CC(=NC=C1)N(C(C)=O)C1=CC(=C(C=C1)S(=O)(=O)C)F N-{4-[2-(2,6-dichlorophenyl)acetamido]pyridin-2-yl}-N-[3-fluoro-4-(methylsulfonyl)phenyl]acetamide